FC1=C(C(=O)O)C=C(C(=C1)C)C1=CC=2N(C(=C1)N1CCOCC1)N=C(N2)C 2-fluoro-4-methyl-5-[2-methyl-5-(morpholin-4-yl)-[1,2,4]triazolo[1,5-a]pyridin-7-yl]benzoic acid